IC1=CC(=C2CN(C(C2=C1)=O)C1C(N(C(CC1)=O)COCC[Si](C)(C)C)=O)OC 3-(6-iodo-4-methoxy-1-oxoisoindolin-2-yl)-1-((2-(trimethylsilyl)ethoxy)methyl)piperidine-2,6-dione